C(C)O[Si](CCN1C2=CC=CC=C2C=2C=CC=CC12)(OCC)OCC 9-[2-(triethoxysilyl)ethyl]-9H-carbazole